ClC=1C=C2C(=CNC2=CC1)NC(=O)C1=CC(=NO1)C=1C=NC(=C(C1)F)N1CCN(CC1)CC(F)(F)F N-(5-chloro-1H-indol-3-yl)-3-[5-fluoro-6-[4-(2,2,2-trifluoroethyl)piperazin-1-yl]pyridin-3-yl]-1,2-oxazole-5-carboxamide